Cl.Cl.N1CC(C1)N(C=1SC2=C(N=NC(=C2)C2=C(C=C(C=C2)C=2C=NNC2)O)N1)C 2-{6-[(azetidin-3-yl)(methyl)amino][1,3]thiazolo[4,5-c]pyridazin-3-yl}-5-(1H-pyrazol-4-yl)phenol dihydrochloride